NCCCN(C=1C=C2N(CCC3=CC(=C(C=C23)OC)OC)C(N1)=O)C1=C(C=C(C=C1C)C)C 2-[(3-aminopropyl)(2,4,6-trimethylphenyl)amino]-9,10-dimethoxy-6H,7H-pyrimido[4,3-a]isoquinolin-4-one